1-bromo-dibenzo[b,d]thiophene BrC1=CC=CC=2SC3=C(C21)C=CC=C3